C[C@@H]1NCC[C@H](C1)N1C=NC2=CC=CC=C2C1=O 3-((2S,4R)-2-methylpiperidin-4-yl)quinazolin-4(3H)-one